C1(=CC=CC2=CC3=CC=CC=C3C=C12)NC(C=1C(NC(CC(=O)C)=O)=CC=CC1)=O N-acetoacetylanthranilic acid, anthranylamide